ClC1=CC(=C(C(=C1)C(NC)=O)NC(=O)C=1N(N=C(C1)OC)C1CC1)C N-[4-chloro-2-methyl-6-(methylcarbamoyl)phenyl]-2-cyclopropyl-5-methoxy-pyrazole-3-carboxamide